O1P(OC=C1)=O 1,3,2-dioxaphospholine 2-oxide